FC(F)(F)C1=C(C(=CC=C1)C1=CC=CC=C1)C(=O)O trifluoromethyl-biphenylcarboxylic acid